F[C@@H]1[C@H]2CC[C@@H](C[C@@H]1N(C1=CN=C(N=N1)C=1C=C3C=CN(C(C3=CC1O)=O)C)C)N2 6-(6-(((1r,2r,3s,5s)-2-fluoro-8-azabicyclo[3.2.1]oct-3-yl)(methyl)amino)-1,2,4-triazin-3-yl)-7-hydroxy-2-methylisoquinolin-1(2H)-one